C(C)(=O)C1=NN(C2=CC=C(C=C12)C=1C=NC=2N(C1)N=C(C2)C)CC(=O)N2C1(CC(C2)C1)C(=O)NC1=NC(=CC=C1)Br (2-(3-acetyl-5-(2-methylpyrazolo[1,5-a]pyrimidin-6-yl)-1H-indazol-1-yl)acetyl)-N-(6-bromopyridin-2-yl)-2-azabicyclo[2.1.1]hexane-1-carboxamide